C(C1=CC=CC=C1)C1=CN=C(S1)NC(C1=CC=C(C=C1)OC=1C=C2CN(C(C2=CC1)=O)C1C(NC(CC1)=O)=O)=O N-(5-benzylthiazol-2-yl)-4-((2-(2,6-dioxopiperidin-3-yl)-1-oxoisoindolin-5-yl)oxy)benzamide